N-(3-(4-iodophenyl)isoxazol-5-yl)-6-methoxynicotinamide IC1=CC=C(C=C1)C1=NOC(=C1)NC(C1=CN=C(C=C1)OC)=O